ClC1=C(C=C(C=C1)NC(=O)C=1C=NN2C1N=C(C=C2C)C)COC=2C=NC=CC2 N-{4-Chloro-3-[(Pyridin-3-Yloxy)Methyl]Phenyl}-5,7-Dimethylpyrazolo[1,5-A]Pyrimidine-3-Carboxamide